3-(trifluoromethyl)quinolin-8-amine FC(C=1C=NC2=C(C=CC=C2C1)N)(F)F